3-benzyl-6-(cyclohexylmethyl)-2,3,4,6-tetrahydropyrido[3,4-c][1,8]naphthyridine-5(1H)-one C(C1=CC=CC=C1)N1CC=2C(N(C=3N=CC=CC3C2CC1)CC1CCCCC1)=O